C1(=CC=CC=C1)N1C[C@H]2C([C@H]2C1)C1=NOC(=N1)CN1C=NC2=C(C1=O)C=CC=N2 3-((3-((1R,5S,6R)-3-phenyl-3-azabicyclo[3.1.0]hex-6-yl)-1,2,4-oxadiazol-5-yl)methyl)pyrido[2,3-d]pyrimidin-4(3H)-one